diisobutoxymonomethyl-aluminum acetoacetate C(CC(=O)C)(=O)O.C(C(C)C)O[Al](C)OCC(C)C